tert-butyl N-{4-[(5-amino-4-methylpyridin-3-yl)methyl]-3-fluoropyridin-2-yl}-N-(tert-butoxycarbonyl)carbamate NC=1C(=C(C=NC1)CC1=C(C(=NC=C1)N(C(OC(C)(C)C)=O)C(=O)OC(C)(C)C)F)C